tris(2,4-di-t-butyl phenyl) phosphite P(OC1=C(C=C(C=C1)C(C)(C)C)C(C)(C)C)(OC1=C(C=C(C=C1)C(C)(C)C)C(C)(C)C)OC1=C(C=C(C=C1)C(C)(C)C)C(C)(C)C